bis(4-hydroxy-cyclohexyl)methane OC1CCC(CC1)CC1CCC(CC1)O